Cl.NC1CCC(CC1)NC=1C=C(C(N(N1)C)=O)C(F)(F)F 6-(((1S,4S)-4-aminocyclohexyl)amino)-2-methyl-4-(trifluoromethyl)pyridazine-3(2H)-one hydrochloride